ClC1=C(C=C(C(=O)NC2=CC=C(C=C2)NC=2C(C3=CC=CC=C3C(C2)=O)=O)C=C1[N+](=O)[O-])[N+](=O)[O-] 4-chloro-N-(4-((1,4-dioxo-1,4-dihydronaphthalen-2-yl)amino)phenyl)-3,5-dinitrobenzamide